tert-Butyl 4-[(4-{[1-(4-methoxyphenyl)cyclopentyl]carbonyl}-1,4-oxazepan-6-yl)methyl]-1H-indazole-1-carboxylate COC1=CC=C(C=C1)C1(CCCC1)C(=O)N1CCOCC(C1)CC1=C2C=NN(C2=CC=C1)C(=O)OC(C)(C)C